N[C@H](CC1=CNC2=CC=CC=C12)C(=O)N[C@H](CC1=CN(C2=CC=CC=C12)C)C(=O)O Nα-(D-tryptophyl)-1-methyl-D-tryptophan